O=C1NC(CC[C@@H]1N1CCOC2=C1C=CC=C2N2CCN(CC2)C(=O)[O-])=O 4-[4-[(3S)-2,6-dioxo-3-piperidyl]-2,3-dihydro-1,4-benzoxazin-8-yl]piperazine-1-carboxylate